NC=1C=NC2=CC=CC=C2C1NCC(CO)(C)C 3-(3-aminoquinolin-4-ylamino)-2,2-dimethylpropan-1-ol